O[C@@H]([C@H](C(=O)O)C)CCCC\C=C\C(C)(C)O (2R,3R,E)-3,10-dihydroxy-2,10-dimethylundec-8-enoic acid